FC1=C(C(=C(C(=C1F)OC(F)(F)F)F)F)CCCCO 2,3,5,6-tetrafluoro-4-(trifluoromethoxy)benzenebutanol